The molecule is a nucleotide-sugar oxoanion arising from deprotonation of the diphosphate OH groups and protonation of the amino group of dTDP-4-(methylamino)-2,3,4,6-tetradeoxy-alpha-D-glucose; major species at pH 7.3. It has a role as a bacterial metabolite. It is a conjugate base of a dTDP-4-(methylamino)-2,3,4,6-tetradeoxy-alpha-D-glucose. C[C@@H]1[C@H](CC[C@H](O1)OP(=O)([O-])OP(=O)([O-])OC[C@@H]2[C@H](C[C@@H](O2)N3C=C(C(=O)NC3=O)C)O)[NH2+]C